ClC=1C=C(CN2C3N(C(CC2)=O)C(C(NC3)=O)C)C=CC1C(F)(F)F 1-(3-chloro-4-(trifluoromethyl)benzyl)-6-methylhexahydro-4H-pyrazino[1,2-a]pyrimidine-4,7(6H)-dione